(4Z)-4-(1,3-Benzothiazol-6-ylmethylene)-2-[[(3R)-tetrahydropyran-3-yl]amino]-1H-imidazol-5-one S1C=NC2=C1C=C(C=C2)\C=C\2/N=C(NC2=O)N[C@H]2COCCC2